O1C(=CC=C1)C=1C=CC(=C(C1)NC1=NC=NC2=CC(=C(C=C12)OC1CC2(CN(C2)C(C=C)=O)C1)OC)OC 1-(6-((4-((5-(furan-2-yl)-2-methoxyphenyl)amino)-7-methoxyquinazolin-6-yl)oxy)-2-azaspiro[3.3]heptan-2-yl)prop-2-en-1-one